potassium antimonous tartrate C(=O)([O-])C(O)C(O)C(=O)[O-].[Sb+3].[K+].C(=O)([O-])C(O)C(O)C(=O)[O-]